C1(CCCCC1)[C@@H](C(=O)N1CCC=2N(C(C(=CC21)CC2=CC=C(C=C2)F)=O)C)NC([C@H](C)NC)=O (S)-N-((S)-1-cyclohexyl-2-(6-(4-fluorobenzyl)-4-methyl-5-oxo-2,3,4,5-tetrahydro-1H-pyrrolo[3,2-b]pyridin-1-yl)-2-oxoethyl)-2-(methylamino)propanamide